C(#C)C=1C=C(C=O)C=C(C1)F 3-ethynyl-5-fluorobenzaldehyde